perfluorodecane phosphate P(=O)(O)(O)O.FC(C(C(C(C(C(C(C(C(C(F)(F)F)(F)F)(F)F)(F)F)(F)F)(F)F)(F)F)(F)F)(F)F)(F)F